FC=1C=CC=C2C=C(C=C(C12)C=O)OCOC 8-fluoro-3-(methoxymethoxy)naphthalene-1-carbaldehyde